2-((methylthio)methoxy)isoindoline-1,3-dione CSCON1C(C2=CC=CC=C2C1=O)=O